2,6,6-trimethyl-1-cyclohexene-1-carboxaldehyde CC1=C(C(CCC1)(C)C)C=O